(4-(trifluoromethyl)phenyl)phosphoramide FC(C1=CC=C(C=C1)NP(=O)(N)N)(F)F